C(C)(C)(C)C1=CC=C(OP(=O)(OC2=C(C(=C(C(=C2F)F)F)F)F)N[C@@H](C)C(=O)OC2CCC2)C=C1 Cyclobutyl ((4-(tert-butyl)phenoxy)(perfluorophenoxy)phosphoryl)-L-alaninate